C(CCCCCNC(=O)N1C(C1)C)NC(=O)N1C(C1)C N,N'-(hexan-1,6-diyl)bis(2-methylaziridine-1-carboxamid)